C(C)N(CC(CO)(C)C)CC 3-(diethylamino)-2,2-dimethyl-1-propanol